4-(4-ethylphenyl)methylene-2,6-di-tert-butyl-2,5-cyclohexadiene-1-one C(C)C1=CC=C(C=C1)C=C1C=C(C(C(=C1)C(C)(C)C)=O)C(C)(C)C